14-Hydroxyoctacosa-16,19-dienoic acid OC(CCCCCCCCCCCCC(=O)O)CC=CCC=CCCCCCCCC